tert-butyl (6R)-2-bromo-6-methyl-6,7-dihydropyrazolo[1,5-a]pyrazine-5(4H)-carboxylate BrC1=NN2C(CN([C@@H](C2)C)C(=O)OC(C)(C)C)=C1